C(C)(=O)OC=1C=NC(=C(C1C)N1C(N=C(C2=C1N=C(C(=C2)Cl)C2=C(C=CC=C2)F)N2[C@H](CNCC2)C)=O)C(C)C (P)-(S)-5-(6-chloro-7-(2-fluorophenyl)-4-(2-methylpiperazin-1-yl)-2-oxopyrido[2,3-d]pyrimidin-1(2H)-yl)-6-isopropyl-4-methylpyridin-3-yl acetate